COC1=C(C=CC=C1)N1C(C(=C(C2=CC=C(N=C12)C(F)(F)F)NC)C#N)=O 1-(2-methoxyphenyl)-4-(methylamino)-2-oxo-7-(trifluoromethyl)-1,2-dihydro-1,8-Naphthyridine-3-carbonitrile